CS(=O)(=O)C1=CC=C(OC[C@@H]2CC3CCC[C@H](N3C2)CC=2C=C(C#N)C=C(C2)Cl)C=C1 3-{[(2R,5S)-2-[(4-methanesulfonylphenoxy)methyl]-octahydroindolizin-5-yl]methyl}-5-chlorobenzonitrile